4-chlorobenzyl (4-(1-(5-methyloxazole-2-carboxamido)ethyl)phenyl)carbamate CC1=CN=C(O1)C(=O)NC(C)C1=CC=C(C=C1)NC(OCC1=CC=C(C=C1)Cl)=O